C(C)(C)(C)S(=O)NC(CC[C@H]1CC(N(C1)C(=O)OC(C)(C)C)(C)C)C=C tert-butyl (4S)-4-[3-(tert-butylsulfinylamino)pent-4-enyl]-2,2-dimethyl-pyrrolidine-1-carboxylate